ClC1=C(C=CC(=C1)[2H])C(C([2H])([2H])N1N=CN=N1)O 1-(2-Chlorophenyl-4-d)-2-(2H-tetrazol-2-yl)ethane-2,2-d2-1-ol